C(C)OCCOCCOC1=CC=C(C=N1)C1=NC(=C2C(=N1)N(N=C2)C2=CC=C(C=C2)OC)NC(=O)C=2SC(=CC2)[N+](=O)[O-] N-(6-(6-(2-(2-ethoxyethoxy)ethoxy)pyridin-3-yl)-1-(4-methoxyphenyl)-1H-pyrazolo[3,4-d]pyrimidin-4-yl)-5-nitrothiophene-2-carboxamide